(S)-3-methyl-2-(7-(3,3,3-trifluoro-2-hydroxypropyl)-6,7-dihydro-5H-pyrrolo[2,3-c]pyridazin-3-yl)-5-(trifluoromethyl)phenol CC=1C(=C(C=C(C1)C(F)(F)F)O)C1=CC2=C(N=N1)N(CC2)C[C@@H](C(F)(F)F)O